FC(S(=O)(=O)[O-])(F)F.[Cu+].C(C)#N (acetonitrile) copper (I) trifluoromethanesulfonate